FC(C1=CC=CC(=N1)NC1=CC2=C(N=C(S2)N)C=C1)(F)F N6-[6-(trifluoromethyl)-2-pyridinyl]-1,3-benzothiazole-2,6-diamine